OC=1C=C(C2=C(OCC(N2)=O)C1)[N+](=O)[O-] 7-Hydroxy-5-nitro-2H-benzo[b]-[1,4]oxazin-3(4H)-one